1-cyclopropyl-2-phenyl-3-(trifluoromethyl)naphthalene C1(CC1)C1=C(C(=CC2=CC=CC=C12)C(F)(F)F)C1=CC=CC=C1